1,3-bis-(2-ethoxyethyl)-2-imidazolidinone C(C)OCCN1C(N(CC1)CCOCC)=O